(1S,3R)-5'-(3-Amino-5-(4-(cyanomethyl)-3-methylpyridin-2-yl)phenyl)-4'-chloro-3-methyl-1',2'-dihydrospiro[cyclopentane-1,3'-pyrrolo[2,3-b]pyridine]-3-carbonitrile NC=1C=C(C=C(C1)C1=NC=CC(=C1C)CC#N)C=1C(=C2C(=NC1)NC[C@@]21C[C@@](CC1)(C#N)C)Cl